5,5-Dibutylnonane C(CCC)C(CCCC)(CCCC)CCCC